6-(3-(((tert-butyldiphenylsilyl)oxy)methyl)-4-ethyl-5-oxo-4,5-dihydro-1H-1,2,4-triazol-1-yl)-2-(3-fluorophenyl)-4-phenylisoquinolin-1(2H)-one [Si](C1=CC=CC=C1)(C1=CC=CC=C1)(C(C)(C)C)OCC1=NN(C(N1CC)=O)C=1C=C2C(=CN(C(C2=CC1)=O)C1=CC(=CC=C1)F)C1=CC=CC=C1